2-(benzo[d][1,3]dithiol-2-yl)-1-(3-methoxyphenyl)ethan-1-one S1C(SC2=C1C=CC=C2)CC(=O)C2=CC(=CC=C2)OC